FC(C1=C(C=C2CCCN(C2=C1)C1=NN(C2=C1CN(CC2)C(C)=O)C2CCC(CC2)N(C2CCNCC2)C)C=2C=NN(C2)C)F 1-[3-[7-(difluoromethyl)-6-(1-methylpyrazol-4-yl)-3,4-dihydro-2H-quinolin-1-yl]-1-[4-[methyl(4-piperidyl)amino]cyclohexyl]-6,7-dihydro-4H-pyrazolo[4,3-c]pyridin-5-yl]ethanone